2-hydroxy-9-(4-tert-butylpyridin-2-yl)-9H-carbazole OC1=CC=2N(C3=CC=CC=C3C2C=C1)C1=NC=CC(=C1)C(C)(C)C